O=C([C@H](O)[C@@H](O)CO)[O-].[Li+] Lithium L-threonate